α,α-dinaphthyl-δ-valerolactone C1(=CC=CC2=CC=CC=C12)C1(C(=O)OCCC1)C1=CC=CC2=CC=CC=C12